(2-bromo-[1,2,4]triazolo[1,5-a]pyridin-6-yl)methanol BrC1=NN2C(C=CC(=C2)CO)=N1